ClC1=CC=C(CSC=2OC3=C(N2)C(=CC=C3)C)C=C1 ((4-chlorobenzyl)thio)-4-methylbenzo[d]oxazole